5-(4-methoxyphenyl)-3,3-dimethyl-N-pentylmorpholine-4-carboxamide COC1=CC=C(C=C1)C1COCC(N1C(=O)NCCCCC)(C)C